N'-diphenyl-P-phenylenediamine C1=CC=C(C=C1)N(C2=CC=CC=C2)C3=CC=C(C=C3)N